6-[8-fluoro-2-[1-(1-methylcyclopropyl)-4-piperidinyl]imidazo[1,2-a]pyridin-6-yl]-2,8-dimethyl-imidazo[1,2-B]pyridazine FC=1C=2N(C=C(C1)C=1C=C(C=3N(N1)C=C(N3)C)C)C=C(N2)C2CCN(CC2)C2(CC2)C